C(C)(C)(C)OC(=O)NCCCCC(=O)O N-t-butoxycarbonyl-5-aminopentanoic acid